C(CCC(=O)O)(=O)O.C(CCC(=O)O)(=O)O.NCCNCCNCCN Triethylenetetramine disuccinate salt